(1R,2R,4S,6R)-4-((6-(5-((((cyclobutylmethyl)(methyl)carbamoyl)oxy)methyl)-1-methyl-1H-1,2,3-triazol-4-yl)-2-methylpyridin-3-yl)oxy)bicyclo[4.1.0]heptane-2-carboxylic Acid C1(CCC1)CN(C(=O)OCC1=C(N=NN1C)C1=CC=C(C(=N1)C)O[C@@H]1C[C@H]([C@@H]2C[C@@H]2C1)C(=O)O)C